3-(hydroxymethyl)-2-nonen OCC(=CC)CCCCCC